4-(2-methoxyacetamido)cyclohexane-1-carboxamide COCC(=O)NC1CCC(CC1)C(=O)N